C(C)(C)OC1=CC=C(C=N1)C1(NC(=NC(=N1)NC(C)C)C1=CC=CC=C1)N 2-(6-Isopropoxypyridin-3-yl)-N4-isopropyl-6-phenyl-1,3,5-triazine-2,4-diamine